N-{(1R)-1-[5-(7-methoxy-2-methylquinolin-6-yl)-1H-imidazol-2-yl]-2-[4-(5-methylisoxazol-3-yl)-4-oxobutoxy]ethyl}-1-methylazetidine-3-carboxamide COC1=C(C=C2C=CC(=NC2=C1)C)C1=CN=C(N1)[C@H](COCCCC(=O)C1=NOC(=C1)C)NC(=O)C1CN(C1)C